1-[2-amino-6-(furan-2-ylmethyl)pyrimidin-4-yl]-1,2,3-benzotriazol-5-ol NC1=NC(=CC(=N1)N1N=NC2=C1C=CC(=C2)O)CC=2OC=CC2